OC(C(=O)O)(C)O 2,2-bishydroxypropionic acid